1-(imidazol-1-yl)-5H,6H,7H-cyclopenta[c]pyridine-3-carbonitrile N1(C=NC=C1)C1=NC(=CC2=C1CCC2)C#N